2-Fluoro-2-Propen-1,3-Sultone FC=1CS(=O)(=O)OC1